CC1=C(C=C2C(=N1)N=C(S2)[C@@H]2N(CCC2)C(=O)OCC2=CC=CC=C2)C benzyl (R)-2-(5,6-dimethyl[1,3]thiazolo[4,5-b]pyridin-2-yl)pyrrolidine-1-carboxylate